7-(trifluoromethyl)spiro[chromeno[4,3-d]thiazole-4,3'-oxetan]-2-amine FC(C=1C=CC2=C(C1)OC1(COC1)C1=C2N=C(S1)N)(F)F